tert-butyl (3-{(1S)-1-[1-(2-hydroxyethyl)-5-(1H-pyrazol-1-yl)-1H-pyrazolo[3,4-b]pyridin-6-yl]ethoxy}-7-methyl-1,6-naphthyridin-2-yl)carbamate OCCN1N=CC=2C1=NC(=C(C2)N2N=CC=C2)[C@H](C)OC=2C(=NC1=CC(=NC=C1C2)C)NC(OC(C)(C)C)=O